3,7-dimethyl-7-octenyl acetate C(C)(=O)OCCC(CCCC(=C)C)C